C(C(CCC(=O)NN)C(=O)NN)C(=O)NN 1,2,4-butanetricarboxylic acid trihydrazide